2-{4-[6-chloro-2-ethyl-5-(trifluoromethyl)-1H-benzimidazol-1-yl]phenyl}ethyl (5-methyl-2-pyridinyl)sulfonylcarbamate CC=1C=CC(=NC1)S(=O)(=O)NC(OCCC1=CC=C(C=C1)N1C(=NC2=C1C=C(C(=C2)C(F)(F)F)Cl)CC)=O